2-chloro-4-[(4-chlorobenzyl)amino]pyrimidin-5-carboxamide ClC1=NC=C(C(=N1)NCC1=CC=C(C=C1)Cl)C(=O)N